8-(5-chloro-3-fluoropyridin-2-yl)-2-fluoro-5-(4-(trifluoromethyl)benzyl)-5,8-diazaspiro[3.5]nonane-6,9-dione ClC=1C=C(C(=NC1)N1CC(N(C2(CC(C2)F)C1=O)CC1=CC=C(C=C1)C(F)(F)F)=O)F